N-(1-(2-oxo-2-(piperidin-1-yl)ethyl)piperidin-4-yl)-N-phenylpropionamide O=C(CN1CCC(CC1)N(C(CC)=O)C1=CC=CC=C1)N1CCCCC1